5-(1-{[1-(3-methoxypropyl)cyclohexyl]Methyl}-5-methyl-1H-pyrazol-4-yl)-1,3-thiazole-4-carboxylic acid ethyl ester C(C)OC(=O)C=1N=CSC1C=1C=NN(C1C)CC1(CCCCC1)CCCOC